Cl.CC1=NN=C(C2=CC(=CC=C12)N1CCC2(CCN(C2)C)CC1)N[C@H](C)C1=C(C(=CC=C1)C(F)(F)F)C (R)-4-methyl-N-(1-(2-methyl-3-(trifluoromethyl)phenyl)ethyl)-7-(2-methyl-2,8-diazaspiro[4.5]decan-8-yl)phthalazin-1-amine hydrochloride salt